C(#N)C1=C(C=CC=C1OC1=CC=CC=C1)/C=C/C(=O)OC Methyl (2E)-3-(2-cyano-3-phenoxyphenyl)prop-2-enoate